FC1=C(C=CC=C1)S(=O)(=O)C(F)(F)F 1-Fluoro-2-trifluoromethanesulfonyl-benzene